chloro-6,7-dimethoxyquinoline ClC1=NC2=CC(=C(C=C2C=C1)OC)OC